CCCCCCCCC=O 9-nonanal